C(C=C)(=O)C1C2(N(CCC1)C1=CC=C(C=C1)C)NC1=CC(=CC=C1C2=O)N(C)C 3'-acryloyl-6-(dimethylamino)-1'-p-tolylspiro[indoline-2,2'-piperidine]-3-one